FC1=CC=C(CNS(=O)(=O)C2=CC=C(C=C2)NC(=O)C2C(C2)C2=CC=NC=C2)C=C1 N-(4-(N-(4-fluorobenzyl)sulfamoyl)phenyl)-2-(pyridin-4-yl)cyclopropane-1-carboxamide